6,6'-(2,2-Dimethylpropane-1,1-diyl)bis(2,4-bis(2-phenylpropan-2-yl)phenol) CC(C(C1=CC(=CC(=C1O)C(C)(C)C1=CC=CC=C1)C(C)(C)C1=CC=CC=C1)C1=CC(=CC(=C1O)C(C)(C)C1=CC=CC=C1)C(C)(C)C1=CC=CC=C1)(C)C